methyl {trans-4-[(5-bromo-1-methyl-2-oxo-1,2-dihydropyridin-4-yl)oxy]cyclohexyl}carbamate BrC=1C(=CC(N(C1)C)=O)O[C@@H]1CC[C@H](CC1)NC(OC)=O